7-((3aS,4R,6R,6aR)-6-(3-(isothiazol-4-yl)phenyl)-2,2-dimethyltetrahydro-4H-cyclopenta[d][1,3]dioxol-4-yl)-N-(4-methoxybenzyl)-7H-pyrrolo[2,3-d]pyrimidin-4-amine S1N=CC(=C1)C=1C=C(C=CC1)[C@H]1C[C@H]([C@H]2[C@@H]1OC(O2)(C)C)N2C=CC1=C2N=CN=C1NCC1=CC=C(C=C1)OC